Methyl (4aR,6R,7R,8R,8aR)-7-hydroxy-2,2-dimethyl-8-(4-(3,4,5-trifluorophenyl)-1H-1,2,3-triazol-1-yl)hexa-hydropyrano[3,2-d][1,3]dioxine-6-carboxylate O[C@@H]1[C@H]([C@H]2OC(OC[C@H]2O[C@H]1C(=O)OC)(C)C)N1N=NC(=C1)C1=CC(=C(C(=C1)F)F)F